3-[3-[4-(methylamino)-1-piperidinyl]phenyl]piperidine-2,6-dione CNC1CCN(CC1)C=1C=C(C=CC1)C1C(NC(CC1)=O)=O